C([C@H](O)C(C)(C)CO)(=O)[O-] (R)-Pantoate